ClC1=C(C(=CC=C1)Cl)C1=NOC(=C1COC1=CC=C(C=C1)C1=CC(=CC=C1)COC=1C=C(C(=O)O)C=CC1)C(C)C 3-((4'-((3-(2,6-dichlorophenyl)-5-isopropylisoxazol-4-yl)methoxy)-[1,1'-biphenyl]-3-yl)methoxy)benzoic acid